2-((((R)-2-(((4Z,7Z,10Z,13Z,16Z,19Z)-docosa-4,7,10,13,16,19-hexenoyl)oxy)-3-(((E)-octadec-2-en-1-yl)oxy)propoxy)(hydroxy)phosphoryl)oxy)ethane C(CC\C=C/C\C=C/C\C=C/C\C=C/C\C=C/C\C=C/CC)(=O)O[C@@H](COP(=O)(O)OCC)COC\C=C\CCCCCCCCCCCCCCC